FC(C=1C=C(C(=CC1)C(F)(F)F)[B-](C1=CC(=CC=C1C(F)(F)F)C(F)(F)F)(C1=CC(=CC=C1C(F)(F)F)C(F)(F)F)C1=CC(=CC=C1C(F)(F)F)C(F)(F)F)(F)F.FC1=C(C2=C(C(=C(C(=C2C(=C1F)F)F)F)F)F)[NH3+] (perfluoronaphthyl)ammonium tetrakis(3,6-ditrifluoromethylphenyl)borate